C(C)(=O)N1CCC(CC1)(O)C1=CC2=C(N=CN=C2N[C@H](C)C2=NC=CC(=C2F)C(F)F)N(C1=O)C 6-(1-acetyl-4-hydroxy-4-piperidyl)-4-[[(1R)-1-[4-(difluoromethyl)-3-fluoro-2-pyridyl]ethyl]amino]-8-methyl-pyrido[2,3-d]pyrimidin-7-one